((2R,3S,4R,5R)-5-(4-aminopyrrolo[2,1-f][1,2,4]triazin-7-yl)-5-cyano-3,4-dihydroxytetrahydrofuran-2-yl)methyl cyclobutanecarboxylate C1(CCC1)C(=O)OC[C@H]1O[C@@]([C@@H]([C@@H]1O)O)(C#N)C1=CC=C2C(=NC=NN21)N